2-pentyl-1,4-dihydropyridine C(CCCC)C=1NC=CCC1